N=1C=NC2=NC=NCC21 7h-imidazo(4,5-d)pyrimidine